1,1-bis(methacryloyloxymethyl)methyl isocyanate C(C(=C)C)(=O)OCC(COC(C(=C)C)=O)N=C=O